FC(CC1=C2C(=NC=3N(C2=CC=C1F)C(=NN3)C)NC3=CC(=CC(=C3)C#CC(C)(C)OC)F)F (2,2-difluoroethyl)-7-fluoro-N-(3-fluoro-5-(3-methoxy-3-methylbut-1-yn-1-yl)phenyl)-1-methyl-[1,2,4]triazolo[4,3-a]quinazolin-5-amine